C(C)(C)(C)OC(N(C)C1=NN(C(=N1)[C@H](C)NC(=O)OC(C)(C)C)C1=NC=CC=N1)=O N-[5-[(1S)-1-(tert-butoxycarbonylamino)ethyl]-1-pyrimidin-2-yl-1,2,4-triazol-3-yl]-N-methyl-carbamic acid tert-butyl ester